CC=1C=C(C=2[C@@H]3[C@@H](C(OC2C1)(C)C)CC=C(C3)C)O (6As,10aS)-3,6,6,9-tetramethyl-6a,7,10,10a-tetrahydrobenzo[c]chromen-1-ol